C(C=C)(=O)OCCOCC(COC(C=C)=O)(CC)COC(C=C)=O Acrylic acid 2-(2-acryloyloxy-ethoxymethyl)-2-acryloyloxymethyl-butyl ester